6-Bromopyridine-2-formaldehyde BrC1=CC=CC(=N1)C=O